Cl.OC[C@@H]1CNCCO1 (S)-2-hydroxymethylmorpholine hydrochloride